3-(4,4-dimethyl-4,5-dihydrooxazol-2-yl)-N-(6-methoxy-5-(1-methyl-2-oxo-7-(phenylamino)-1,2-dihydropyrimido[4,5-d]pyrimidin-3(4H)-yl)pyridin-3-yl)benzamide CC1(N=C(OC1)C=1C=C(C(=O)NC=2C=NC(=C(C2)N2C(N(C3=NC(=NC=C3C2)NC2=CC=CC=C2)C)=O)OC)C=CC1)C